N1CC(C1)C=1N(C(=NN1)[C@@H]1C[C@@H](CCC1)C1=C(C(=NC(=N1)N)OC1COC1)C(F)(F)F)C ((1R,3S)-3-(5-(azetidin-3-yl)-4-methyl-4H-1,2,4-triazol-3-yl)cyclohexyl)-4-(oxetan-3-yloxy)-5-(trifluoromethyl)pyrimidin-2-amine